(S)-N-[(S)-5-fluorochroman-4-yl]-2-methylpropan-2-sulfinamide FC1=C2[C@H](CCOC2=CC=C1)N[S@@](=O)C(C)(C)C